C(C)(=O)C1=C(C2=C(N=C(N=C2)NC2=NC=3CC[C@H](CC3C=C2)CO)N(C1=O)C1CCCC1)C 6-acetyl-8-cyclopentyl-2-[[(6R)-6-(hydroxymethyl)-5,6,7,8-tetrahydroquinolin-2-yl]amino]-5-methyl-pyrido[2,3-d]pyrimidin-7-one